ClC(C1=NC(=NO1)C1=CC(=C(C=C1)P(NC1=CC=CC=C1)(=O)C)F)(F)F P-(4-(5-(chlorodifluoromethyl)-1,2,4-oxadiazol-3-yl)-2-fluorophenyl)-P-methyl-N-phenylphosphinic amide